6-chloro-1-(6-(dimethyl-amino)pyridin-3-yl)-7-((1R,3R,5R)-3-(((3-fluoro-6-methoxy-pyridin-2-yl)oxy)methyl)-2-azabicyclo[3.1.0]hexan-2-yl)-4-oxo-1,4-dihydro-quinoline-3-carboxylic acid ClC=1C=C2C(C(=CN(C2=CC1N1[C@@H]2C[C@@H]2C[C@@H]1COC1=NC(=CC=C1F)OC)C=1C=NC(=CC1)N(C)C)C(=O)O)=O